C(N)(=O)C=1SC=C(C1CNC(C[N+]1(CCCCCC1)CC(=O)NC1=NOC=C1)=O)C 1-(2-(((2-carbamoyl-4-methylthiophen-3-yl)methyl)amino)-2-oxoethyl)-1-(2-(isoxazol-3-ylamino)-2-oxoethyl)azepan-1-ium